C(OC[C@]1(O[C@H](C[C@@H]1O)N1C2=NC(=NC(=C2N=C1)N)F)C#C)(OC1=CC=C(C=C1)[N+](=O)[O-])=O ((2R,3S,5R)-5-(6-amino-2-fluoro-9H-purin-9-yl)-2-ethynyl-3-hydroxytetrahydrofuran-2-yl)methyl (4-nitrophenyl) carbonate